C(#N)CN1C2=C([C@@H]([C@@H](C1=O)NC(C1=CC(=CC=C1)C(F)(F)F)=O)C1=CC=C(C=C1)F)C(=NN2C2=CC=CC=C2)C N-[(4S,5S)-7-(cyanomethyl)-4-(4-fluorophenyl)-3-methyl-6-oxo-1-phenyl-1H,4H,5H,6H,7H-pyrazolo[3,4-b]pyridin-5-yl]-3-(trifluoromethyl)benzamide